Cl.FC(C1=NC=CC=C1CN)F (2-(difluoromethyl)pyridin-3-yl)methylamine hydrochloride